N1=C(C=CC=C1)N1C(C2=CC=C(C=C2C=N1)B1OC(C(O1)(C)C)(C)C)=O 2-(pyridin-2-yl)-6-(4,4,5,5-tetramethyl-1,3,2-dioxaborolan-2-yl)phthalazin-1(2H)-one